(3S)-3-[2-isopropyl-5-[6-(trifluoromethyl)-3-pyridyl]-1,2,4-triazol-3-yl]cyclopentanone C(C)(C)N1N=C(N=C1[C@@H]1CC(CC1)=O)C=1C=NC(=CC1)C(F)(F)F